BrC1=CC=2N(C(N(C(C2S1)=O)C1=NC=CN=C1)=O)CCC#N 3-(6-bromo-2,4-dioxo-3-pyrazin-2-yl-thieno[3,2-d]pyrimidin-1-yl)propionitrile